C(C1=CC=CC=C1)N1CCC=C(C1)C 1-benzyl-5-methyl-1,2,3,6-tetrahydropyridine